((3R)-4-amino-3-methyl-1,3-dihydrofuro[3,4-c]quinolin-8-yl)((3S,3aR,6aR)-3-phenylhexahydrocyclopenta[b]pyrrol-1(2H)-yl)methanone NC1=NC=2C=CC(=CC2C2=C1[C@H](OC2)C)C(=O)N2[C@H]1[C@@H]([C@H](C2)C2=CC=CC=C2)CCC1